CC(C(=O)C1=CC=CC=C1)(O)C 2,2-dimethyl-alpha-hydroxyacetophenone